N-t-butoxycarbonyl-3-hydroxy-3-hydroxybenzylamine C(C)(C)(C)OC(=O)NCC=1CC(C=CC1)(O)O